1-cycloheptenylboronic acid pinacol ester C1(=CCCCCC1)B1OC(C)(C)C(C)(C)O1